ClC1=CC=C(C=C1)N1C[C@H](CC1)F (S)-1-(4-chlorophenyl)-3-fluoropyrrolidine